(2,4,6-trimethylbenzoyl)-2,4-dipentyloxyphenyl-phosphine oxide CC1=C(C(=O)P(C2=C(C=C(C=C2)OCCCCC)OCCCCC)=O)C(=CC(=C1)C)C